9,10-bis(di(pyrimidin-5-yl)methylene)-9,10-dihydroanthracene N1=CN=CC(=C1)C(=C1C2=CC=CC=C2C(C=2C=CC=CC12)=C(C=1C=NC=NC1)C=1C=NC=NC1)C=1C=NC=NC1